(R)-2-methyl-N-(1-(2-(1-methyl-1H-pyrazol-4-yl)quinolin-4-yl)ethyl)-4-(2-((thiazol-4-ylmethyl)amino)propan-2-yl)benzamide CC1=C(C(=O)N[C@H](C)C2=CC(=NC3=CC=CC=C23)C=2C=NN(C2)C)C=CC(=C1)C(C)(C)NCC=1N=CSC1